9-fluorenylmethyloxycarbonyl-β-alanine C1=CC=CC=2C3=CC=CC=C3C(C12)COC(=O)NCCC(=O)O